methyl 5-(difluoromethyl)-3-(2-(dimethylamino)ethoxy)thiophene-2-carboxylate FC(C1=CC(=C(S1)C(=O)OC)OCCN(C)C)F